2-fluoro-N-(6-(5-methyl-1H-indol-4-yl)benzo[d]thiazol-2-yl)cyclopropane-1-carboxamide FC1C(C1)C(=O)NC=1SC2=C(N1)C=CC(=C2)C2=C1C=CNC1=CC=C2C